(R)-3-(4-(2-(4-((R)-2-chloro-3-hydroxypropoxy)phenyl)propan-2-yl)phenoxy)propane-1,2-diol Cl[C@@H](COC1=CC=C(C=C1)C(C)(C)C1=CC=C(OC[C@@H](CO)O)C=C1)CO